6-(3,5-difluorophenyl)-1-[2-(propylamino)ethyl]-3H-imidazo[4,5-b]pyridin-2-one FC=1C=C(C=C(C1)F)C=1C=C2C(=NC1)NC(N2CCNCCC)=O